FC(N1N=CC(=C1)N1N=C(C=C(C1=O)C(=O)O)C1=CC=C(C=C1)C(F)(F)F)F 2-[1-(difluoromethyl)-1H-pyrazol-4-yl]-3-oxo-6-[4-(trifluoromethyl)phenyl]-2,3-dihydropyridazine-4-carboxylic acid